ethyl (2S)-2-[(2R,3S)-2-methyl-2,3-dihydrofuro[3,2-b]pyridin-3-yl]propanoate C[C@@H]1[C@H](C2=NC=CC=C2O1)[C@@H](C(=O)OCC)C